tert-butyl (R)-(4-(1,4-oxazepan-4-yl)-1-(phenylthio)butan-2-yl)carbamate O1CCN(CCC1)CC[C@H](CSC1=CC=CC=C1)NC(OC(C)(C)C)=O